tert-butyl (3S,4S)-4-((6-((5-(difluoromethoxy)-1H-pyrazol-3-yl)amino)pyrazin-2-yl)oxy)-3-fluoroazepane-1-carboxylate FC(OC1=CC(=NN1)NC1=CN=CC(=N1)O[C@@H]1[C@H](CN(CCC1)C(=O)OC(C)(C)C)F)F